tert-Butyl 3-(2-chloroacetamido)-3-(hydroxyimino)propanoate ClCC(=O)NC(CC(=O)OC(C)(C)C)=NO